N-(7-(2-(dimethylamino)ethoxy)-4-(1-methyl-3-phenyl-1H-pyrazol-4-yl)pyrido[3,2-d]pyrimidin-6-yl)-3-oxabicyclo[3.1.0]hexane-1-carboxamide CN(CCOC1=CC=2N=CN=C(C2N=C1NC(=O)C12COCC2C1)C=1C(=NN(C1)C)C1=CC=CC=C1)C